1-Carboxy-N-(carboxymethyl)-N-(2-fluoro-4-(1,2,4,5-tetrazin-3-yl)benzyl)methanaminium 2,2,2-trifluoroacetate FC(C(=O)[O-])(F)F.C(=O)(O)C[NH+](CC1=C(C=C(C=C1)C=1N=NC=NN1)F)CC(=O)O